4-[[5-(4,4-dimethylcyclohexyloxy)-4-methyl-3-pyridinyl]methyl]-3-fluoro-N-(methylsulfamoyl)pyridin-2-amine CC1(CCC(CC1)OC=1C(=C(C=NC1)CC1=C(C(=NC=C1)NS(NC)(=O)=O)F)C)C